Cl.BrN1C(OC2(C3=C1N=CC=C3)CCNCC2)=O bromospiro[piperidine-4,4'-pyrido[2,3-d][1,3]oxazin]-2'(1'H)-one hydrochloride